2-(2-azabicyclo[2.1.1]hexan-2-yl)-N-(2'-(3,3-difluoropyrrolidin-1-yl)-[2,4'-bipyridin]-3'-yl)-pyrimidine-5-carboxamide C12N(CC(C1)C2)C2=NC=C(C=N2)C(=O)NC=2C(=NC=CC2C2=NC=CC=C2)N2CC(CC2)(F)F